BrC1=C(N=C(S1)N)C=1SC=C(C1)Cl 5-bromo-4-(4-chloro-2-thienyl)-2-thiazolamine